ClC=1C=C(C(=C(N)C1)OC)C1=NN(N=C1)C 5-chloro-2-methoxy-3-(2-methyl-2H-1,2,3-triazol-4-yl)aniline